1-Bromo-8-bromonaphthalene BrC1=CC=CC2=CC=CC(=C12)Br